1-(2-chlorophenyl)-7-cyclopropyl-6-(difluoromethyl)quinazoline-2,4(1H,3H)-dione ClC1=C(C=CC=C1)N1C(NC(C2=CC(=C(C=C12)C1CC1)C(F)F)=O)=O